[Na].SC1=CN=NN1 5-mercapto-1,2,3-triazole sodium salt